(S)-3-(7-(2H-tetrazol-5-yl)-1H-indol-3-yl)-2-aminopropanoic acid N=1NN=NC1C=1C=CC=C2C(=CNC12)C[C@@H](C(=O)O)N